CC1(CCC=2N=C(N=C(C2N1)O)CCCCC)C 6,6-dimethyl-2-pentyl-7,8-dihydro-5H-pyrido[3,2-d]pyrimidin-4-ol